NC=1C=CC(=C(C1)C1=CSC2=C1N=C(N=C2)NC2=CC=C(C=C2)N2CCOCC2)C 7-(5-amino-2-methylphenyl)-N-(4-morpholinophenyl)thieno[3,2-d]pyrimidin-2-amine